NC1=NC=NC=C1C#CC[C@@H](C(=O)OC)NC(=O)OC(C)(C)C methyl (2S)-5-(4-aminopyrimidin-5-yl)-2-{[(tert-butoxy)carbonyl]amino}pent-4-ynoate